3,5-difluoro-2,4,6-trimethylbenzyl (1R)-trans-3-(1-propenyl)-2,2-dimethylcyclopropanecarboxylate C(=CC)[C@H]1C([C@@H]1C(=O)OCC1=C(C(=C(C(=C1C)F)C)F)C)(C)C